FC1=C(C(=CC(=C1)C(F)(F)F)F)C(=O)N 2,6-difluoro-4-(trifluoromethyl)benzene-1-carboxamide